(2S,4R)-4-hydroxy-1-[(2S)-2-[4-[[3-(hydroxymethyl)phenoxy]methyl]triazol-1-yl]-3,3-dimethyl-butanoyl]-N-methyl-pyrrolidine-2-carboxamide O[C@@H]1C[C@H](N(C1)C([C@H](C(C)(C)C)N1N=NC(=C1)COC1=CC(=CC=C1)CO)=O)C(=O)NC